1-(4-carboxy-2-methyl-phenyl)-[1]benzopyrano[3,4-d]imidazol-4(1H)-one C(=O)(O)C1=CC(=C(C=C1)N1C=NC2=C1C1=C(OC2=O)C=CC=C1)C